N(O)=C1C=CCC=C1 4-oximino-2,5-cyclohexadien